3-(16,16,16-trifluorohexadec-14-ynyloxy)propan-1-ol FC(C#CCCCCCCCCCCCCCOCCCO)(F)F